COC1=CC=C(C=C1)CNC(=O)NC1=CC=C(C=C1)CNC1(CC1)C1=CC=CC=C1 {[(4-methoxyphenyl)methyl]amino}-N-(4-{[(phenylcyclopropyl)amino]methyl}phenyl)carboxamide